C(C)(C)(C)OC(=O)N1C[C@H]([C@@H](CC1)NC(=O)C1=NOC(=C1)C1=C(C=C(C=C1)F)F)C(=O)N[C@H](C)C1=[N+](C=CC=C1)[O-] |o1:9,10| 2-((R)-1-((3R*,4R*)-1-(tert-butoxycarbonyl)-4-(5-(2,4-difluorophenyl)isoxazole-3-carboxamido)piperidine-3-carboxamido)ethyl)pyridine-1-oxide